tributylethoxytin C(CCC)[Sn](OCC)(CCCC)CCCC